C1(CCCC1)C1=C(C(=NC(=C1)CCCCC)N)N cyclopentyl-6-pentylpyridine-2,3-diamine